C(#N)C=1SC(=C(N1)C(=O)N([C@H]1CCC12CCCC2)NC2=CC(=NC(=C2)F)F)C 2-cyano-[(2,6-difluoro-4-pyridyl)amino]-5-methyl-N-[(3S)-spiro[3.4]octan-3-yl]-thiazole-4-carboxamide